(N-[(2,4-difluorophenyl)methyl])-1-methylpiperidin-4-amine FC1=C(C=CC(=C1)F)CNC1CCN(CC1)C